FC=1C=C(C=C(C1CN1CC(C1)O)OC)C=1C(=C(C=CC1)C1=C(C(=CC=C1)NC(=O)C=1C(N(C(NC1)=O)C)=O)C)C N-(3''-fluoro-4''-((3-hydroxyazetidin-1-yl)methyl)-5''-methoxy-2,2'-dimethyl-[1,1':3',1''-terphenyl]-3-yl)-3-methyl-2,4-dioxo-1,2,3,4-tetrahydropyrimidine-5-carboxamide